(S)-2-((7-(6-((4-chloro-2-(difluoromethoxy)benzyl)oxy)pyridin-2-yl)-5-fluoro-2,3-dihydrobenzofuran-4-yl)methyl)-1-(oxetane-2-ylmethyl)-1H-benzimidazole-6-carboxylic acid ClC1=CC(=C(COC2=CC=CC(=N2)C2=CC(=C(C=3CCOC32)CC3=NC2=C(N3C[C@H]3OCC3)C=C(C=C2)C(=O)O)F)C=C1)OC(F)F